FC1=CC=C(C=C1)CCN 2-(4-fluorophenyl)ethane-1-amine